CCCCCCCCCCCCCCCCCCCCOC[C@H](COP(=O)(O)OC[C@@H](C(=O)O)N)OC(=O)CCCCCCC/C=C\C/C=C\C/C=C\CC 1-eicosyl-2-(9Z,12Z,15Z-octadecatrienoyl)-glycero-3-phosphoserine